BrC1=C2C=CN(C2=C(C=C1)F)C(C(C)OC([C@H](C)NC(=O)C1=NC=CC(=C1O)OC)=O)C (2S)-2-[(3-hydroxy-4-methoxy-pyridine-2-carbonyl)amino]propionic acid [rac-2-(4-bromo-7-fluoro-indol-1-yl)-1-methyl-propyl] ester